CN1CN(C2=C1C=CC=C2)C 1,3-dimethyl-1H-benzimidazole